C(C)C1=CC2=C(CCOC23C[C@@H](NCC3)C)S1 (2'S)-2-ethyl-2'-methyl-spiro[6,7-dihydrothieno[3,2-C]pyran-4,4'-piperidine]